C1(CCC1)C=1C(=NN(C1NC(=O)NC1CC(C1)(F)F)C)C1CCCC1 1-(4-cyclobutyl-3-cyclopentyl-1-methyl-1H-pyrazol-5-yl)-3-(3,3-difluorocyclobutyl)urea